3-chloro-4-methoxy-benzamide ClC=1C=C(C(=O)N)C=CC1OC